Methyl 2-((tert-butoxycarbonyl)amino)-5-(3-((tert-butyldimethylsilyl)oxy)prop-1-yn-1-yl)thiazole-4-carboxylate C(C)(C)(C)OC(=O)NC=1SC(=C(N1)C(=O)OC)C#CCO[Si](C)(C)C(C)(C)C